OC(COC1=CC=C(C=O)C=C1)COC1=CC=C(C=O)C=C1 4,4'-(2-hydroxypropane-1,3-diyl)bis(oxy)bis(benzaldehyde)